BrC1=NC(=CC(=C1NC1CN(CC1)C(=O)OC(C)(C)C)C)C Tert-Butyl 3-((2-Bromo-4,6-Dimethylpyridin-3-Yl)Amino)Pyrrolidine-1-Carboxylate